S1C(=NC2=C1C=CC=C2)CN2CCC(CC2)C=2C=C1CN(C(C1=CC2)=O)C2C(NC(CC2)=O)=O 3-(5-(1-(benzo[d]thiazol-2-ylmethyl)piperidin-4-yl)-1-oxoisoindolin-2-yl)piperidine-2,6-dione